CC=1C(=NC=NC1C)NC(C1=C(N=C(C(=C1)F)N1N=C(N(C1=O)CC)CO)O[C@H](C(F)(F)F)C)=O (S)-N-(5,6-Dimethylpyrimidin-4-yl)-6-(4-ethyl-3-(hydroxymethyl)-5-oxo-4,5-dihydro-1H-1,2,4-triazol-1-yl)-5-fluoro-2-((1,1,1-trifluoropropan-2-yl)oxy)nicotinamide